FC1(CCC(CC1)C1=NC=CC(=C1NC(=O)C=1C=NC(=NC1)C(C)C)C1=C(C=CC=C1)C1CCC(CC1)(F)F)F N-(2-(4,4-difluorocyclohexyl)-4-(2-(4,4-difluorocyclohexyl)phenyl)pyridin-3-yl)-2-isopropylpyrimidine-5-carboxamide